(R)-methyl-1-(4-fluorophenyl)-6-((1-methyl-1H-pyrazol-5-yl)sulfonyl)-4,4a,5,6,7,8-hexahydro-1H-pyrazolo[3,4-g]isoquinoline-4a-carboxylate COC(=O)[C@@]12CC3=C(C=C2CCN(C1)S(=O)(=O)C1=CC=NN1C)N(N=C3)C3=CC=C(C=C3)F